ClC=1N=C(C2=C(N1)C(=C(N=C2)Cl)F)N2[C@H]1CN(C[C@@H]2CC1)C(=O)[O-] (1R,5S)-8-(2,7-dichloro-8-fluoropyrido[4,3-d]pyrimidin-4-yl)-3,8-Diazabicyclo[3.2.1]octane-3-carboxylate